2,6-dimethylpiperidinoethane CC1N(C(CCC1)C)CC